C(C)OC1=C(C=C(C(=C1)[N+](=O)[O-])F)C 1-ethoxy-4-fluoro-2-methyl-5-nitro-benzene